1-((4-Fluoro-2-((4-(((1,1,1,3,3,3-hexafluoropropan-2-yl)oxy)carbonyl)piperazin-1-yl)methyl)-6-methylphenoxy)methyl)cyclopropane-1-carboxylic acid FC1=CC(=C(OCC2(CC2)C(=O)O)C(=C1)C)CN1CCN(CC1)C(=O)OC(C(F)(F)F)C(F)(F)F